gadolinium 2,2',2''-{10-[(1S)-1-carboxy-2-{4-[2-(2-ethoxyethoxy)ethoxy]phenyl}ethyl]-1,4,7,10-tetraazacyclododecane-1,4,7-triyl}triacetate C(=O)(O)[C@H](CC1=CC=C(C=C1)OCCOCCOCC)N1CCN(CCN(CCN(CC1)CC(=O)[O-])CC(=O)[O-])CC(=O)[O-].[Gd+3]